BrC1=CN(C(C2=CC(=CC=C12)NCC(=O)C1CC1)=O)CC1=CC=C(C=C1)OC 4-bromo-7-((2-cyclopropyl-2-oxoethyl)amino)-2-(4-methoxybenzyl)isoquinolin-1(2H)-one